CNC(=O)C1=NN2C(CNCCC2)=C1C N,3-dimethyl-5,6,7,8-tetrahydro-4H-pyrazolo[1,5-a][1,4]diazepine-2-carboxamide